C(#N)C1(CCC1)NC(=O)C1=NC(=CC=C1OC)NC1=CC(=CC(=C1)F)F N-(1-cyanocyclobutyl)-6-(3,5-difluoroanilino)-3-methoxy-pyridine-2-carboxamide